7-fluoro-9-(6-fluoro-1-methylsulfonylindazol-4-yl)-5,5,10-trimethyl-6H-pyrazolo[1,5-c]quinazoline FC1=CC(=C(C=2C=3N(C(NC12)(C)C)N=CC3)C)C3=C1C=NN(C1=CC(=C3)F)S(=O)(=O)C